N-(3-methoxybicyclo[1.1.1]pentan-1-yl)-5-(trifluoromethyl)benzamide COC12CC(C1)(C2)NC(C2=CC=CC(=C2)C(F)(F)F)=O